9-([1,1'-Biphenyl]-3-yl)-10-bromoanthracene-1,2,3,4,5,6,7,8-d8 C1(=CC(=CC=C1)C=1C2=C(C(=C(C(=C2C(=C2C(=C(C(=C(C12)[2H])[2H])[2H])[2H])Br)[2H])[2H])[2H])[2H])C1=CC=CC=C1